C(C)(C)(C)OC(=O)N(C1CN(CCC1)C=1N=CC(=NC1)C(=O)OC)CC1CCC1 methyl 5-[3-[tert-butoxycarbonyl(cyclobutylmethyl)amino]-1-piperidyl]pyrazine-2-carboxylate